1-tert-butyl-N-[[3-[4-nitro-1-(2,2,2-trifluoroethyl)indol-2-yl]-1,2,4-oxadiazol-5-yl]methyl]pyrazole-4-carboxamide C(C)(C)(C)N1N=CC(=C1)C(=O)NCC1=NC(=NO1)C=1N(C2=CC=CC(=C2C1)[N+](=O)[O-])CC(F)(F)F